FC(OC1=CC(=NN1)NC=1N=C(C(=NC1)C#N)OC1CCNCC1)F 5-((5-(difluoromethoxy)-1H-pyrazol-3-yl)amino)-3-(piperidin-4-yloxy)pyrazine-2-carbonitrile